C(C)OC(=O)C1(CC=CC1)C(=O)OCC 3-cyclopentene-1,1-dicarboxylic acid diethyl ester